C1(CCCCC1)C=1C=C2C(C=CC(C2=CC1)=O)=O 6-cyclohexyl-1,4-naphthoquinone